ClC=1C=NN(C1C(=O)NC1=NC=C(C=C1C)C#CC1=CC=CC=C1)C1CCN(CC1)C(C(C)(C)C)=O 4-chloro-N-(3-methyl-5-(phenylethynyl)pyridin-2-yl)-1-(1-pivaloylpiperidin-4-yl)-1H-pyrazole-5-carboxamide